(S)-2-chloro-N-(1-(3-(5-((dimethyl(oxo)-λ6-sulfaneylidene)amino)pyridin-2-yl)pyrazin-2-yl)ethyl)-6-(trifluoromethyl)isonicotinamide ClC=1C=C(C(=O)N[C@@H](C)C2=NC=CN=C2C2=NC=C(C=C2)N=S(=O)(C)C)C=C(N1)C(F)(F)F